6-(3-(tert-butyl)phenyl)-2-azaspiro[3.4]Octane C(C)(C)(C)C=1C=C(C=CC1)C1CC2(CNC2)CC1